(5-(2,5-difluorophenyl)-4,5-dihydro-1H-pyrazol-1-yl)(3aR,6aS)-(octahydrocyclopenta[c]pyrrol-5-yl)ketone trifluoroacetate FC(C(=O)O)(F)F.FC1=C(C=C(C=C1)F)C1CC=NN1C1NC[C@H]2[C@@H]1CC(C2)C(=O)C2C[C@@H]1[C@@H](C(NC1)N1N=CCC1C1=C(C=CC(=C1)F)F)C2